2-[6-(2,2-difluoropropyl)-2-oxo-1-azepanyl]butanamide FC(CC1CCCC(N(C1)C(C(=O)N)CC)=O)(C)F